CC1=NC=CC(=C1)N1CCN(CC1)CC=1NC2=CC=CC=C2C1 2-[[4-(2-methyl-4-pyridinyl)piperazin-1-yl]methyl]-1H-indole